BrC1=C(C=C2C(=NC(=NC2=C1F)SC)N1CC(CCC1)(O)C)[N+](=O)[O-] 1-(7-bromo-8-fluoro-2-(methylthio)-6-nitroquinazolin-4-yl)-3-methylpiperidin-3-ol